2,3-DIMETHYL-1-BUTENE CC(=C)C(C)C